3-(2-bromo-5-chloropyridin-4-yl)-1-((2-(trimethylsilyl)ethoxy)methyl)-1H-pyrazolo[4,3-b]pyridine BrC1=NC=C(C(=C1)C1=NN(C=2C1=NC=CC2)COCC[Si](C)(C)C)Cl